(R)-3-(5-(difluoromethoxy)-2-fluorophenyl)-N-(4-methyl-1,1-dioxidotetrahydro-2H-thiopyran-4-yl)-1-(propan-2-yl-d7)-4,5,6,7-tetrahydro-1H-indazole-6-carboxamide FC(OC=1C=CC(=C(C1)C1=NN(C=2C[C@@H](CCC12)C(=O)NC1(CCS(CC1)(=O)=O)C)C(C([2H])([2H])[2H])(C([2H])([2H])[2H])[2H])F)F